C(C)(C)(C)OC(C(O)C(=O)OCC1C2=CC=CC=C2C2=CC=CC=C12)=O Fmoc-glycolic acid tert-butyl ester